4-(3-amino-1-methyl-1H-pyrazol-5-yl)tetrahydro-2H-pyran-4-ol NC1=NN(C(=C1)C1(CCOCC1)O)C